3-(4-((5-chloro-4-((2,2-dimethyltetra-hydro-2H-pyran-4-yl)methoxy)pyrimidin-2-yl)amino)-3-methyl-1H-pyrazol-1-yl)cyclobutane-1-carbonitrile ClC=1C(=NC(=NC1)NC=1C(=NN(C1)C1CC(C1)C#N)C)OCC1CC(OCC1)(C)C